[N+](=O)([O-])C1=CC=C(CNC2=CC=C(C=C2)C2N(CCC2)C(=O)OC(C)(C)C)C=C1 t-butyl 2-(4-((4-nitrobenzyl)amino)phenyl)pyrrolidine-1-carboxylate